C1(CCCC1)C1=CC=C(C=C1)B(O)O (4-cyclopentylphenyl)boronic acid